CN(CCC1=CNC2=CC=CC(=C12)OC(CCC[Si](C)(C)C)=O)C.FC=1C=C(C(=NC1)O)N1N=C(N=C1)C=O [1-(5-fluoro-2-hydroxy-3-pyridinyl)-1,2,4-triazol-3-yl]methanone 3-(2-(dimethylamino)ethyl)-1H-indol-4-yl-4-(trimethylsilyl)butanoate